CCCCCCCC/C=C\\CCCCCCCC(=O)O[C@H](COC(=O)CCCCCCC/C=C\\C/C=C\\CCCCC)COP(=O)([O-])[O-] The molecule is a 1,2-diacyl-sn-glycerol 3-phosphate(2-) obtained by deprotonation of the phosphate OH groups of 1-linoleoyl-2-oleoyl-sn-glycero-3-phosphate. It is a conjugate base of a 1-linoleoyl-2-oleoyl-sn-glycero-3-phosphate.